OC1=C(C(=O)C2=CC=C(C=C2)OCCCCCC)C=CC(=C1)O 2,4-dihydroxy-4'-n-hexyloxybenzophenone